1,6-dihydro-1-(2-methoxyphenyl)-6-oxo-2-phenyl-5-pyrimidinecarboxylic acid ethyl ester C(C)OC(=O)C1=CN=C(N(C1=O)C1=C(C=CC=C1)OC)C1=CC=CC=C1